C1(=CC=CC=C1)P(C1=CC=CC2=C1OC1=C2C=CC=C1P(C1=CC=CC=C1)C1=CC=CC=C1)C1=CC=CC=C1 4,6-bis(diphenylphosphino)dibenzofuran